2-[(4-[(3-chloro-2-acetamidopyridin-4-yl)oxy]-3-fluorophenyl)amino]-N-(4-methylphenyl)pyridine-3-carboxamide ClC=1C(=NC=CC1OC1=C(C=C(C=C1)NC1=NC=CC=C1C(=O)NC1=CC=C(C=C1)C)F)NC(C)=O